N-cyclohexyl-4-(((2s,3r,4r,5s)-3,4,5-trihydroxy-2-(hydroxymethyl)piperidin-1-yl)methyl)piperidine-1-methanamide C1(CCCCC1)NC(=O)N1CCC(CC1)CN1[C@H]([C@H]([C@@H]([C@H](C1)O)O)O)CO